C1=NCCN2C1=NC1=C2C=CC=C1 3,4-dihydropyrazino[1,2-a]benzimidazole